2,7-Dibromo-[1,2,4]triazolo[1,5-a]pyridine BrC1=NN2C(C=C(C=C2)Br)=N1